3-bromo-4-chloro-1-methyl-1H-pyrazolo[3,4-d]pyrimidine BrC1=NN(C2=NC=NC(=C21)Cl)C